C(C)(C)(C)C=1C=C(NC)C=CC1 3-(tert-butyl)-N-methylaniline